icosa-8,11,14-trienic acid METHYL ester COC(CCCCCCC=CCC=CCC=CCCCCC)=O